tert-Butyl 5-({(4R)-1-[(9H-fluoren-9-ylmethoxy)carbonyl]-4-fluoro-D-prolyl}amino)-1H-pyrazolo[4,3-b]pyridine-1-carboxylate C1=CC=CC=2C3=CC=CC=C3C(C12)COC(=O)N1[C@H](C[C@H](C1)F)C(=O)NC1=CC=C2C(=N1)C=NN2C(=O)OC(C)(C)C